4-hydroxyethylsulfonamido-2-(6-azaspiro[2.5]octan-6-yl)benzamide OCCS(=O)(=O)NC1=CC(=C(C(=O)N)C=C1)N1CCC2(CC2)CC1